2-amino-5-(pyridin-4-yl)benzamide NC1=C(C(=O)N)C=C(C=C1)C1=CC=NC=C1